CN1CC2N(C(C1)C2)[C@H]2CNCC2 3-Methyl-6-((R)-pyrrolidin-3-yl)-3,6-diazabicyclo[3.1.1]heptane